(S)-2-(4-bromo-2-(1,1-difluoropropyl)-5-fluorophenoxy)propionic acid BrC1=CC(=C(O[C@H](C(=O)O)C)C=C1F)C(CC)(F)F